(R)-3-(tert-butyl)-N-(1-(4-(6-methoxy-7-(piperazin-1-yl)-9H-pyrimido[4,5-b]indol-4-yl)-2-methylphenyl)ethyl)-1,2,4-oxadiazole-5-carboxamide formate C(=O)O.C(C)(C)(C)C1=NOC(=N1)C(=O)N[C@H](C)C1=C(C=C(C=C1)C1=NC=NC=2NC3=CC(=C(C=C3C21)OC)N2CCNCC2)C